2,2'-bipyridine-5,5'-diol N1=C(C=CC(=C1)O)C1=NC=C(C=C1)O